C(C)(C)(C)OC(N[C@@H]1C(N(C2=C(OC1)C=CC(=C2)C(=O)N2CCCCC2)C)=O)=O (S)-(5-methyl-4-oxo-7-(piperidine-1-carbonyl)-2,3,4,5-tetrahydrobenzo[b]-[1,4]oxazepin-3-yl)carbamic acid tert-butyl ester